FC1=C(C(=CC=C1)C1CCN(CC1)C(C)C)NC(=O)N1CCC(CC1)(C)C1=NOC(=N1)[C@H]1[C@H](C1)F N-(2-fluoro-6-(1-isopropylpiperidin-4-yl)phenyl)-4-(5-((1S,2S)-2-fluorocyclopropyl)-1,2,4-oxadiazol-3-yl)-4-methylpiperidine-1-carboxamide